C(C)(C)(C)OC([C@@H](CC1=CC(=CC(=C1)OC)C=O)[C@@H]1CN(CC1)C(=O)OC(C)(C)C)=O Tert-butyl (R)-3-((S)-1-(tert-butoxy)-3-(3-formyl-5-methoxyphenyl)-1-oxopropan-2-yl)pyrrolidine-1-carboxylate